ClC=1C2=CN(N=C2C(=C(C1)C1=CC=C(C=C1)N1CCN(CC1)C(=O)OC(C)(C)C)Cl)C(C(=O)OCC)C1=C2N(C=N1)CCC2 tert-butyl 4-(4-(4,7-dichloro-2-(1-(6,7-dihydro-5H-pyrrolo[1,2-c]imidazol-1-yl)-2-ethoxy-2-oxoethyl)-2H-indazol-6-yl)phenyl)piperazine-1-carboxylate